N1N=CC2=CC=CC(=C12)[C@@H](C)NC(=O)C1=CC2=CC=CC(=C2C=C1)C1=CC=C(C=C1)C(F)(F)F N-[(1R)-1-(1H-indazol-7-yl)ethyl]-5-[4-(trifluoromethyl)phenyl]naphthalene-2-carboxamide